COCCN1CCN(CC1)CC1=CC=C2C(NC(=NC2=C1)C1=CC=CC=C1)=O 7-{[4-(2-methoxyethyl)piperazin-1-yl]methyl}-2-phenyl-3,4-dihydro-quinazolin-4-one